C(#N)[C@H]1[C@@H](CN(CCC1)C=1C2=C(N=C(N1)OCC13CCCN3CCC1)C(=C(N=C2)C2=CC(=CC1=CC=C(C(=C21)C#C)F)O)F)NC(C=C)=O N-((3S,4R)-4-cyano-1-(7-(8-ethynyl-7-fluoro-3-hydroxynaphthalen-1-yl)-8-fluoro-2-((tetrahydro-1H-pyrrolizin-7a(5H)-yl)methoxy)pyrido[4,3-d]pyrimidin-4-yl)azepan-3-yl)acrylamide